4-(5-(3-((2-(3-carboxypropanoyl)-4-chloro-6-methoxyisoindolin-5-yl)oxy)propoxy)-4-fluoro-6-methoxybenzo[b]thiophen-2-yl)-4-oxobutanoic acid C(=O)(O)CCC(=O)N1CC2=CC(=C(C(=C2C1)Cl)OCCCOC1=C(C2=C(SC(=C2)C(CCC(=O)O)=O)C=C1OC)F)OC